NCCCOCCCCOCCCN 3-(4-(3-aminopropoxy)-butoxy)propan-1-amine